The molecule is a flavone C-glycoside that is flavone substituted by hydroxy groups at positions 5, 7, 3' and 4' and a beta-D-glucopyranosyl and a beta-L-arabinopyranosyl residue via C-glycosidic linkages at positions 6 and 8 respectively It has a role as a plant metabolite. It is a flavone C-glycoside and a tetrahydroxyflavone. It derives from a flavone. C1[C@@H]([C@@H]([C@H]([C@H](O1)C2=C3C(=C(C(=C2O)[C@H]4[C@@H]([C@H]([C@@H]([C@H](O4)CO)O)O)O)O)C(=O)C=C(O3)C5=CC(=C(C=C5)O)O)O)O)O